FC1(CN(CC1)C1=NC=CC(=C1NC(=O)N1CC2=CC=C(C=C2C1)OC)C1=C(C=CC=C1)F)F N-[2-(3,3-difluoropyrrolidin-1-yl)-4-(2-fluoro-phenyl)-3-pyridyl]-5-methoxy-isoindoline-2-carboxamide